1-benzyl-3-oxocyclobutane-1-carbonitrile C(C1=CC=CC=C1)C1(CC(C1)=O)C#N